tert-butyl 6-(1-((methylsulfonyl)oxy)ethyl)-2-azaspiro-[3.3]heptane-2-carboxylate CS(=O)(=O)OC(C)C1CC2(CN(C2)C(=O)OC(C)(C)C)C1